(4R)-4-amino-1-[4-[4-[6-chloro-4-[trans-difluoro-(3-hydroxycyclobutyl)methyl]-2-pyridyl]piperazin-1-yl]sulfonylphenyl]pyrrolidin-2-one N[C@@H]1CC(N(C1)C1=CC=C(C=C1)S(=O)(=O)N1CCN(CC1)C1=NC(=CC(=C1)C([C@@H]1C[C@H](C1)O)(F)F)Cl)=O